N-((3S,5R)-1-((difluoromethyl)sulfonyl)-5-fluoropiperidin-3-yl)-2-(2-(6-((cis)-2,6-dimethylmorpholino)pyridin-2-yl)-1,6-naphthyridin-7-yl)acetamide FC(S(=O)(=O)N1C[C@H](C[C@H](C1)F)NC(CC1=NC=C2C=CC(=NC2=C1)C1=NC(=CC=C1)N1C[C@@H](O[C@@H](C1)C)C)=O)F